C(C)(C)(C)C1=C(C(=C(COC(C2=CC=C(C(=S)OCC3=C(C(=C(C=C3C)C(C)(C)C)O)C)C=C2)=S)C(=C1)C)C)O bis(4-tert-butyl-3-hydroxy-2,6-dimethyl-benzyl)dithioterephthalate